(S)-4-hydroxy-4'-(3-(1-((1-methyl-1H-imidazol-2-yl)methyl)pyrrolidin-3-yl)-2-oxo-2,3-dihydro-1H-imidazo[4,5-b]pyridin-1-yl)-[1,1'-biphenyl]-3-carboxylic acid methyl ester COC(=O)C=1C=C(C=CC1O)C1=CC=C(C=C1)N1C(N(C2=NC=CC=C21)[C@@H]2CN(CC2)CC=2N(C=CN2)C)=O